C1=CC=CC=2C3=CC=CC=C3C3=C(C12)C=1C=CC=CC1N3 Indolophenanthrene